5-(3-methylphenyl)-1,3,4-oxadiazole-2-carbohydrazide CC=1C=C(C=CC1)C1=NN=C(O1)C(=O)NN